6-(2-amino-6-fluoro-5-(4-((1R,5S)-8-methyl-3,8-diazabicyclo[3.2.1]octan-3-yl)phenyl)pyridin-3-yl)-3,4-dihydroisoquinolin-1(2H)-one NC1=NC(=C(C=C1C=1C=C2CCNC(C2=CC1)=O)C1=CC=C(C=C1)N1C[C@H]2CC[C@@H](C1)N2C)F